Cl.ClC1=CC=CC=C1Cl 2,3-dichlorobenzene hydrochloride